(S)-4-(cyclopropylethynyl)-6-fluoro-7-((5-(2-hydroxyethoxy)pyridin-2-yl)methyl)-4-(trifluoromethyl)-3,4-dihydroquinazolin-2(1H)-one C1(CC1)C#C[C@@]1(NC(NC2=CC(=C(C=C12)F)CC1=NC=C(C=C1)OCCO)=O)C(F)(F)F